(S)-2-((R)-4-((3R,5R,8R,9S,10S,13R,14S,17R)-3-hydroxy-10,13-dimethyl-hexadecahydro-1H-cyclopenta[a]phenanthren-17-yl)pentanamido)-4-(methylthio)butanoic acid O[C@@H]1CC[C@@]2([C@H]3CC[C@@]4([C@H](CC[C@H]4[C@@H]3CC[C@@H]2C1)[C@@H](CCC(=O)N[C@H](C(=O)O)CCSC)C)C)C